CC1=C(C=NN1CC(F)(F)F)N 5-methyl-1-(2,2,2-trifluoro-ethyl)pyrazol-4-amine